8-((2s,5r)-4-(tert-butoxycarbonyl)-5-ethyl-2-methylpiperazin-1-yl)-5-methyl-6-oxo-5,6-dihydroimidazo[1,2-b]pyridazine-2-carboxylic acid methyl ester COC(=O)C=1N=C2N(N(C(C=C2N2[C@H](CN([C@@H](C2)CC)C(=O)OC(C)(C)C)C)=O)C)C1